2-(hex-5-en-1-yl)-2-methylmalonic acid diethyl ester C(C)OC(C(C(=O)OCC)(C)CCCCC=C)=O